(E)-9-chloro-6,10-dimethylundeca-5,10-dien-2-yl acetate C(C)(=O)OC(C)CC\C=C(\CCC(C(=C)C)Cl)/C